C(C)N(C1=CC=C2C=C(C(OC2=C1)=O)C(=O)C=1C(OC2=CC(=CC(=C2C1)OC)OC)=O)CC 7-diethylamino-5',7'-dimethoxy-3,3'-carbonylbiscoumarin